NC1=NC=2C=NC(=CC2C2=C1COC2)C(=O)N2[C@H](CN(CC2)C(C)=O)C2=CC=C(C=C2)C(F)(F)F (S)-1-(4-(4-Amino-1,3-dihydrofuro[3,4-c][1,7]naphthyridine-8-carbonyl)-3-(4-(trifluoromethyl)phenyl)piperazin-1-yl)ethan-1-one